(E)-5-(4-(2-morpholinoethoxy)phenyl)-N'-(thiophen-2-ylmethylene)furan-2-carbohydrazide O1CCN(CC1)CCOC1=CC=C(C=C1)C1=CC=C(O1)C(=O)N/N=C/C=1SC=CC1